COC1=NC(=NN2C1=C(C=C2)C=2C=C1N=CC=NC1=CC2)N[C@@H]2CCC(N(C2)C)=O (R)-5-((4-Methoxy-5-(quinoxalin-6-yl)pyrrolo[2,1-f][1,2,4]triazin-2-yl)amino)-1-methylpiperidin-2-one